BrC=1C(=C(C(=NC1)I)[N+](=O)[O-])C 5-bromo-2-iodo-4-methyl-3-nitropyridine